[Si](O)(O)(O)O.[Si](O)(O)(O)O.COCC[Hg] 2-methoxyethylmercury silicate silicate